C1(=C(C=CC=C1)NC1=CC=2C(C3=CC=CC=C3C2C=C1)(C)C)C1=CC=CC=C1 N-[1,1'-biphenyl-2-yl]-9,9-dimethyl-9H-fluoren-2-amine